C(C)OC(=O)C1CC=C(CC1)C1=C(N(C=2N=CN=C(C21)C)C)C=2C(=NC(=CC2C)C#C[Si](C)(C)C(C)(C)C)C 4-(6-(6-((tert-butyldimethylsilyl)ethynyl)-2,4-dimethylpyridin-3-yl)-4,7-dimethyl-7H-pyrrolo[2,3-d]pyrimidin-5-yl)cyclohex-3-ene-1-carboxylic acid ethyl ester